2-p-toluenesulfonyloxy-N-(2,6-xylyl)acetamide CC1=CC=C(C=C1)S(=O)(=O)OCC(=O)NC1=C(C=CC=C1C)C